FC(C(=O)O)(F)F.ClC1=C(C=CC=C1Cl)CCNC 2-(2,3-dichlorophenyl)-N-methyl-ethanamine trifluoroacetate salt